2-((4,4-dimethylpiperidin-1-yl)methyl)-6-phenylpyridine CC1(CCN(CC1)CC1=NC(=CC=C1)C1=CC=CC=C1)C